ClC1=NC=C(C(=C1)C1=C(C=NC(=C1)C)C(=O)NC=1SC=2C(=NC=C(C2)C2=CC=C(C=C2)P(=O)(C)C)N1)OC 2'-chloro-N-(6-(4-(dimethylphosphoryl)phenyl)thiazolo[4,5-b]pyridin-2-yl)-5'-methoxy-6-methyl-[4,4'-bipyridine]-3-carboxamide